(S)-3-chloro-5-(((1-(trityl)icosane-2-yl)oxy)methyl)benzonitrile ClC=1C=C(C#N)C=C(C1)CO[C@H](CC(C1=CC=CC=C1)(C1=CC=CC=C1)C1=CC=CC=C1)CCCCCCCCCCCCCCCCCC